(3S,4R)-1-(ethylsulfonyl)-3-((R)-5H-imidazo[5,1-a]isoindol-5-yl)piperidin-4-ol C(C)S(=O)(=O)N1C[C@H]([C@@H](CC1)O)[C@H]1N2C(C3=CC=CC=C13)=CN=C2